4-((3-(tert-butyl)-1-methyl-1H-pyrazol-5-yl)amino)-2-((6-methoxy-2-methyl-1,2,3,4-tetrahydroisoquinolin-7-yl)amino)pyrimidine-5-carboxamide C(C)(C)(C)C1=NN(C(=C1)NC1=NC(=NC=C1C(=O)N)NC1=C(C=C2CCN(CC2=C1)C)OC)C